(S)-2-(cyclobutyl-(methyl)amino)butan-1-ol C1(CCC1)N([C@H](CO)CC)C